OCCCN1CCN2C=3C(=CC=CC13)C=C2C2=NC1=C(N2CC=2SC=CC2)C(=CC(=C1)C=O)OC (2-(1-(3-hydroxypropyl)-2,3-dihydro-1H-pyrrolo[1,2,3-de]quinoxalin-5-yl)-7-methoxy-1-(thiophen-2-ylmethyl)-1H-benzo[d]imidazol-5-yl)methanone